[K].FC(C1(OC(C(O1)(F)C(C(C(C(C(C(F)F)(F)F)(F)F)(F)F)(F)F)(F)F)(F)F)C(C(C(C(C(C(F)F)(F)F)(F)F)(F)F)(F)F)(F)F)(O)F 2-(difluorohydroxymethyl)-2,4-bis(1,1,2,2,3,3,4,4,5,5,6,6-dodecafluorohexyl)-4,5,5-trifluoro-1,3-dioxolane potassium salt